N-(1-cyanocyclopropyl)-3-(5-(difluoromethyl)-1,3,4-thiadiazol-2-yl)-8-(4-isobutyrylpiperazin-1-yl)-N-(4-methoxybenzyl)imidazo[1,2-a]pyridine-6-sulfonamide C(#N)C1(CC1)N(S(=O)(=O)C=1C=C(C=2N(C1)C(=CN2)C=2SC(=NN2)C(F)F)N2CCN(CC2)C(C(C)C)=O)CC2=CC=C(C=C2)OC